(5-bromopyrimidin-2-yl)-5-(chloromethyl)-1,3,4-oxadiazole BrC=1C=NC(=NC1)C=1OC(=NN1)CCl